C(C(C)(C)C)(=O)O[C@H]1CNCC=C1 (R)-1,2,3,6-tetrahydropyridin-3-yl pivalate